ClC1=CC=C(C(=N1)N1N=C(C=C1C)C#N)[C@@H]1OC[C@@H](C1)C(F)F 1-[6-chloro-3-[(2R,4R)-4-(difluoromethyl)tetrahydrofuran-2-yl]-2-pyridyl]-5-methyl-pyrazole-3-carbonitrile